NC1=NN=NN1.[K] potassium 5-aminotetrazole